tris(aminoethyl)methylsilane NCC[Si](C)(CCN)CCN